8-oxo-6,7-dihydro-5H-indolizine-5-carboxamide O=C1CCC(N2C=CC=C12)C(=O)N